2-(4-((R)-2-(4-chloro-2-fluorophenyl)-2-methyl-[1,3]dioxolo[4,5-c]pyridin-4-yl)benzyl)-1-(((S)-oxetan-2-yl)methyl)-1H-benzo[d]imidazole-6-carboxylic acid ClC1=CC(=C(C=C1)[C@@]1(OC2=C(C(=NC=C2)C2=CC=C(CC3=NC4=C(N3C[C@H]3OCC3)C=C(C=C4)C(=O)O)C=C2)O1)C)F